C(=O)O.F[C@@H]1C(NC(C[C@@H]1N1C=CC2=C1N=NC(=C2)C=2C=C1N=CC(N(C1=CC2O)C)=O)(C)C)(C)C 6-{7-[(3S,4S)-3-fluoro-2,2,6,6-tetramethylpiperidin-4-yl]-7H-pyrrolo[2,3-c]pyridazin-3-yl}-7-hydroxy-1-methylquinoxalin-2(1H)-one formate